ClC=1C(=CC=2C3=C(C=NC2C1CCCO)CN([C@H]3C)C(=O)OC(C)(C)C)OC tert-butyl (1S)-7-chloro-6-(3-hydroxypropyl)-8-methoxy-1-methyl-1,3-dihydropyrrolo[3,4-c]quinoline-2-carboxylate